COC=1C=C(C=CC1OCC1=CC=CC=C1)C1=NC2=CC(=CC(=C2C(C1OCC1=CC=CC=C1)=O)OCC1=CC=CC=C1)OCC1=CC=CC=C1 2-(3-methoxy-4-benzyloxyphenyl)-3,5,7-tribenzyloxy-quinolin-4-one